C(C)OC(=O)C=1C(=NN2C1C=CC=C2)C(C)C 2-(propan-2-yl)pyrazolo[1,5-a]pyridine-3-carboxylic acid ethyl ester